(Z)-1-(3,5-difluoro-4-(2-methoxyvinyl)phenyl)piperidine FC=1C=C(C=C(C1\C=C/OC)F)N1CCCCC1